ethyl 2-chloro-5-(trifluoromethyl)quinoline-3-carboxylate ClC1=NC2=CC=CC(=C2C=C1C(=O)OCC)C(F)(F)F